C1(CCC1)N1C=C(C(=CC1=O)OS(=O)(=O)C(F)(F)F)C(=O)OC methyl 1-cyclobutyl-6-oxo-4-(((trifluoromethyl) sulfonyl) oxy)-1,6-dihydropyridine-3-carboxylate